N1=C(C=C(C=C1)C(=O)O)C(=O)O 2,4-lutidinic acid